C(C1=CC=CC=C1)N1CC(C(CC1)C=O)=O 1-BENZYL-3-OXOPIPERIDINE-4-CARBALDEHYDE